1-(5-bromo-3-methylthiophen-2-yl)ethan-1-one BrC1=CC(=C(S1)C(C)=O)C